2-Oxo-3,6-diazabicyclo[3.1.1]heptane-3,6-dicarboxylic acid 6-benzyl ester 3-tert-butyl ester C(C)(C)(C)OC(=O)N1C(C2N(C(C1)C2)C(=O)OCC2=CC=CC=C2)=O